tert-butyl (R)-4-(1-((2,8-dimethylimidazo[1,2-a]pyrazin-6-yl)carbamoyl)-2,3-dihydro-1H-pyrrolo[2,3-b]pyridin-4-yl)-2-methylpiperazine-1-carboxylate CC=1N=C2N(C=C(N=C2C)NC(=O)N2CCC=3C2=NC=CC3N3C[C@H](N(CC3)C(=O)OC(C)(C)C)C)C1